7-(2,8-Dimethylimidazo[1,2-b]pyridazin-6-yl)-5-fluoro-3-{1-[3-(1H-pyrazol-1-yl)propyl]piperidin-4-yl}cinnoline CC=1N=C2N(N=C(C=C2C)C2=CC(=C3C=C(N=NC3=C2)C2CCN(CC2)CCCN2N=CC=C2)F)C1